5-Amino-2-(1,3-dimethyl-1H-pyrazol-5-yl)benzenesulfonamide NC=1C=CC(=C(C1)S(=O)(=O)N)C1=CC(=NN1C)C